1,2,3-tribehenoyl-glycerol sodium L-glycinate NCC(=O)[O-].[Na+].C(CCCCCCCCCCCCCCCCCCCCC)(=O)OCC(OC(CCCCCCCCCCCCCCCCCCCCC)=O)COC(CCCCCCCCCCCCCCCCCCCCC)=O